The molecule is a lignan that is (2R)-2,3-dihydro-1,4-benzodioxin-2-ylmethanol which is substituted by a 2-(3,5-dihydroxyphenyl)ethenyl group at position 6 and a 4-hydroxy-3,5-dimethoxyphenyl group at position 3. It is a stilbenolignan isolated from the seeds of Aiphanes aculeata and exhibits potent inhibitory efficacy against cyclooxygenase-1 and -2 (COX-1 and COX-2). It has a role as an EC 1.14.99.1 (prostaglandin-endoperoxide synthase) inhibitor. It is a stilbenoid, a lignan, an aromatic ether and a benzodioxine. COC1=CC(=CC(=C1O)OC)[C@@H]2[C@H](OC3=C(O2)C=C(C=C3)/C=C/C4=CC(=CC(=C4)O)O)CO